C(C#C)NC(C1=CN=C(C=C1)C(F)(F)F)=O N-(prop-2-yn-1-yl)-6-(trifluoromethyl)nicotinamide